N-(4-((2-((1-(2-oxaspiro[3.3]heptan-6-yl)-5-(trifluoromethyl)-1H-pyrazol-3-yl)amino)-7-chloro-1-methyl-1H-imidazo[4,5-b]pyridin-6-yl)oxy)pyridin-2-yl)acetamide C1OCC12CC(C2)N2N=C(C=C2C(F)(F)F)NC=2N(C=1C(=NC=C(C1Cl)OC1=CC(=NC=C1)NC(C)=O)N2)C